(2R,5R)-5-methyl-2-phenyl-Piperidin-4-one C[C@H]1C(C[C@@H](NC1)C1=CC=CC=C1)=O